ClC1=CC(=C(C=C)C=C1)O[C@H](C(=O)O)C (S)-2-(4-chloro-2-styrenyloxy)propionic acid